N-bromouracil BrN1C(=O)NC(=O)C=C1